C(#N)C1=CC=C(C=C1)C(NC(=O)C=1C(NC(=CC1)C(F)(F)F)=O)C1=CC=CC=C1 N-((4-cyanophenyl)(phenyl)methyl)-2-oxo-6-(trifluoromethyl)-1,2-di-hydro-pyridine-3-carboxamide